FC=1C=C(OC=2C=CC(=C(C2)NC(=O)C2N(C(OC2)=O)C)OC)C=CC1F N-(5-(3,4-Difluorophenoxy)-2-methoxyphenyl)-3-methyl-2-oxooxazolidine-4-carboxamide